[4-(triphenylsilyl)phenyl]biphenyl C1(=CC=CC=C1)[Si](C1=CC=C(C=C1)C1=C(C=CC=C1)C1=CC=CC=C1)(C1=CC=CC=C1)C1=CC=CC=C1